FC1(CC(C1)(C)CN1N=C(C(=C1C(=O)NC1=CC(=CC=C1)SC(F)(F)F)C(F)(F)F)C1(CC1)F)F 1-((3,3-Difluoro-1-methylcyclobutyl)methyl)-3-(1-fluorocyclopropyl)-4-(trifluoromethyl)-N-(3-((trifluoromethyl)thio)phenyl)-1H-pyrazole-5-carboxamide